trans-tert-Butyl N-[3-[[5-[[3-(3-bromo-4,5-dichlorophenyl)-2,2-dichlorocyclopropanecarbonyl]amino]-2-chlorobenzoyl]amino]-2,6-difluorophenyl]-N-tert-butoxycarbonyl-carbamate BrC=1C=C(C=C(C1Cl)Cl)[C@@H]1C([C@H]1C(=O)NC=1C=CC(=C(C(=O)NC=2C(=C(C(=CC2)F)N(C(OC(C)(C)C)=O)C(=O)OC(C)(C)C)F)C1)Cl)(Cl)Cl